P(=O)(OCCC(C)C)(OCCC(C)C)[O-] di(3-methyl-1-butyl) phosphate